5-(3-isopropyl-5-(1-(oxetan-3-ylmethyl)piperidin-4-yl)-1H-indol-2-yl)-1-methyl-3-(pyrimidin-5-yl)pyridin-2(1H)-one C(C)(C)C1=C(NC2=CC=C(C=C12)C1CCN(CC1)CC1COC1)C=1C=C(C(N(C1)C)=O)C=1C=NC=NC1